6-hydroxy-2,5-dimethylbenzoic acid OC1=C(C=CC(=C1C(=O)O)C)C